N-(3,3-difluoropiperidin-4-yl)-2-methyl-5-((3-(trifluoromethyl)pyridin-2-yl)methoxy)benzo-furan-3-carboxamide FC1(CNCCC1NC(=O)C1=C(OC2=C1C=C(C=C2)OCC2=NC=CC=C2C(F)(F)F)C)F